BrC1=C(C(=C(C=C1)F)C(F)F)OC 1-bromo-3-(difluoromethyl)-4-fluoro-2-methoxy-benzene